COCCOC=1C=CC=2N(C1)N=CC2C2CCN(CC2)C(=O)OCC=2N=COC2 oxazol-4-ylmethyl 4-(6-(2-methoxyethoxy)pyrazolo[1,5-a]pyridin-3-yl)piperidine-1-carboxylate